tert-Butyl 3-(4-acetyl-3-fluorophenyl)-3,8-diazabicyclo[3.2.1]octane-8-carboxylate C(C)(=O)C1=C(C=C(C=C1)N1CC2CCC(C1)N2C(=O)OC(C)(C)C)F